ClC=1C=NC=C(C1[C@@H](C)OC=1C=C2C(=NNC2=CC1)C1=NC2=C(N1)CN(C2)C2CN(CCC2)C)Cl 5-((R)-1-(3,5-Dichloropyridin-4-yl)ethoxy)-3-(5-(1-methylpiperidin-3-yl)-1,4,5,6-tetrahydropyrrolo[3,4-d]imidazol-2-yl)-1H-indazole